C(C)OC1=C(C=CC(=N1)C(CS(=O)(=O)C)N1C(NC=2C1=NC=CC2C)=O)OC 3-(1-(6-ethoxy-5-methoxypyridin-2-yl)-2-(methylsulfonyl)ethyl)-7-methyl-1H-imidazo[4,5-b]pyridin-2(3H)-one